(R)-2-(3-fluoropyrrolidin-1-yl)-N-(6-(5-methyl-1,3,4-thiadiazol-2-yl)isoquinolin-3-yl)acetamide F[C@H]1CN(CC1)CC(=O)NC=1N=CC2=CC=C(C=C2C1)C=1SC(=NN1)C